oleoyltriethylenetetramine C(CCCCCCC\C=C/CCCCCCCC)(=O)NCCNCCNCCN